C(C)OC(C(C1=CC=CC=C1)SC1=CC=CC=C1)=O.C(CCCCCCCCCCC)C(=S)SC(C(=O)O)C 2-(dodecylthiocarbonylthio)propionic acid ethyl-2-(phenylthio)-2-phenylacetate